FC1=C(C(=CC(=C1)F)I)NC(C(F)(F)F)=O N-(2,4-difluoro-6-iodophenyl)-2,2,2-trifluoroacetamide